ClC=1C=CC(=C(C1)C=1C=C(C=2OCCNC2N1)NC1=C2C(=NC=C1)NC(=C2)C(=O)OC)F methyl 4-{[6-(5-chloro-2-fluorophenyl)-2H,3H,4H-pyrido[3,2-b][1,4]oxazin-8-yl]amino}-1H-pyrrolo[2,3-b]pyridine-2-carboxylate